4-bromo-2-(pyrrolidin-1-yl)thiazole BrC=1N=C(SC1)N1CCCC1